N-acryl-L-valine C(=O)(C=C)N[C@@H](C(C)C)C(=O)O